(7S,15S)-15-amino-8-oxo-2,5,9-triazatricyclo[14.3.1.02,7]eicosa-1(20),16,18-triene-5-carboxylic acid tert-butyl ester C(C)(C)(C)OC(=O)N1CCN2C=3C=CC=C([C@H](CCCCCNC([C@@H]2C1)=O)N)C3